(S)-2-((4-(3-((9-((5-chloropyridin-2-yl)amino)-3-azaspiro[5.5]undecane-3-yl)methyl)pyrrolidin-1-yl)pyrimidin-5-yl)oxy)-5-fluoro-N,N-diisopropylbenzamide ClC=1C=CC(=NC1)NC1CCC2(CCN(CC2)C[C@H]2CN(CC2)C2=NC=NC=C2OC2=C(C(=O)N(C(C)C)C(C)C)C=C(C=C2)F)CC1